C[C@H]1[C@H]([C@H](O[C@]1(C(F)(F)F)C)C(=O)OC)C1=CC=C(C=2OC(OC21)(F)F)F methyl (2S,3S,4S,5R)-4,5-dimethyl-3-(2,2,7-trifluorobenzo[d][1,3]dioxol-4-yl)-5-(trifluoromethyl)tetrahydrofuran-2-carboxylate